FC1=CC=C(C=C1)C1(CC2C(N(OC2(C)C)C)C(C1)C)C 5-(4-fluorophenyl)-1,3,3,5,7-pentamethyloctahydrobenzo[c]isoxazole